3-((4-(tert-Butyl)phenyl)diazenyl)-3-methyl-2,3-dihydro-4H-benzo[4,5]imidazo[2,1-b][1,3]thiazin-4-one C(C)(C)(C)C1=CC=C(C=C1)N=NC1(C(N2C(SC1)=NC1=C2C=CC=C1)=O)C